dibenzoyl azodicarboxylate N(=NC(=O)OC(C1=CC=CC=C1)=O)C(=O)OC(C1=CC=CC=C1)=O